FC1=C(N(CC2=CC=C(C=C2)OC)C2=CN=CC(=N2)C(CO)(CC)CC)C=CC(=C1)F 2-[6-[2,4-difluoro-N-[(4-methoxyphenyl)methyl]anilino]pyrazin-2-yl]-2-ethyl-butan-1-ol